BrC1=CC=C(OC2=CN=C(S2)N)C=C1 5-(4-bromophenoxy)thiazol-2-amine